[2-{6-[(S)-Amino(4,4-difluorocyclohexyl)methyl]imidazo[1,2-b][1,2,4]triazin-3-yl}-4-hydroxy-4-(trifluoromethyl)piperidin-1-yl](3-fluorobicyclo[1.1.1]pentan-1-yl)methanone N[C@H](C=1N=C2N(N=CC(=N2)C2N(CCC(C2)(C(F)(F)F)O)C(=O)C23CC(C2)(C3)F)C1)C1CCC(CC1)(F)F